FC(C1=NN=C(O1)C1=C(C=C(C=C1)CN1N=NC(=C1)C=1C=C2C=NC(=NC2=CC1)N(C)C)F)F 6-[1-({4-[5-(difluoromethyl)-1,3,4-oxadiazol-2-yl]-3-fluorophenyl}methyl)-1H-1,2,3-triazol-4-yl]-N,N-dimethylquinazolin-2-amine